COCC1=CC=C(C=O)O1 5-methoxymethylfurfural